C(C1=CC=CC=C1)OC1=NC(=NC=C1)C1(COC1)C 4-(benzyloxy)-2-(3-methyloxetan-3-yl)pyrimidine